phosphoric acid triethyl-phosphate phosphorus [P].C(C)OP(=O)(OCC)OCC.P(O)(O)(O)=O